C(C)(=O)O[C@H]1C[C@](O[C@H]([C@@H]1NC(COC(C)=O)=O)[C@@H]([C@@H](CN=[N+]=[N-])OC(C)=O)OC(C)=O)(C(=O)OC)SC1=CC=C(C=C1)C methyl (2R,4S,5R,6R)-4-(acetyloxy)-5-[2-(acetyloxy)acetamido]-6-[(1R,2R)-1,2-bis(acetyloxy)-3-azidopropyl]-2-[(4-methylphenyl)sulfanyl]oxane-2-carboxylate